tert-Butyl 7-(5-chloro-7-(thiazol-2-yl)-4-(trifluoromethyl)benzo[d]oxazol-2-yl)-3-oxa-7,9-diazabicyclo[3.3.1]nonane-9-carboxylate ClC=1C=C(C2=C(N=C(O2)N2CC3COCC(C2)N3C(=O)OC(C)(C)C)C1C(F)(F)F)C=1SC=CN1